4-(bromomethyl)bromobenzene BrCC1=CC=C(C=C1)Br